C(C(=C)C)(=O)O[C@@H]1CC2=CC[C@H]3[C@@H]4CC[C@H]([C@@H](CCCC(CC5=C(C=C(C=C5)Cl)Cl)C)C)[C@]4(CC[C@@H]3[C@]2(CC1O)C)C 2-hydroxy-(2,4-dichlorophenyl)cholesterol methacrylate